C(C)(C)(C)N1N=CC(=C1)C1=CC(=NC=C1)N(C(=O)C1N(CC1O)C1CCCCC1)CC12CCC(CC1)(CC2)C2=CC(=C(C=C2)OC)C ((4-(1-(tert-butyl)-1H-pyrazol-4-yl)pyridin-2-yl)((4-(4-methoxy-3-methylphenyl)bicyclo[2.2.2]octan-1-yl)methyl)carbamoyl)cyclohexyl-3-hydroxyazetidine